1-(3-(2-methoxyethyl)-4-oxo-3,4-dihydroquinazolin-6-yl)-3-(4-methoxyphenyl)urea COCCN1C=NC2=CC=C(C=C2C1=O)NC(=O)NC1=CC=C(C=C1)OC